2-(bromoacetyl)thiophene BrCC(=O)C=1SC=CC1